(2S)-4-[[3-[[5-[(2R)-2-hydroxypropyl]-1,3,4-oxadiazol-2-yl]amino]-2,5-dimethyl-phenyl]methyl]-2-methyl-piperazine-1-carboxylic acid isopropyl ester C(C)(C)OC(=O)N1[C@H](CN(CC1)CC1=C(C(=CC(=C1)C)NC=1OC(=NN1)C[C@@H](C)O)C)C